C(=O)(O)C=1C(=NC(N([C@H]2[C@H](O)[C@H](O)[C@@H](CO)O2)C1)=O)N 5-Carboxycytidine